1-(3-methyl-4-oxiranylmethoxyphenyl)-4-(4-oxiranylmethoxyphenyl)-benzene CC=1C=C(C=CC1OCC1OC1)C1=CC=C(C=C1)C1=CC=C(C=C1)OCC1OC1